OC1[C@H](CN(C[C@H]1C)C(=O)C=1SC(=CN1)C1=C(C(=C(C(=C1)F)F)O)F)C ((3S,4s,5R)-4-Hydroxy-3,5-dimethylpiperidin-1-yl)(5-(2,4,5-trifluoro-3-hydroxyphenyl)thiazol-2-yl)methanone